ONC(CCCOC1=C(C=CC(=C1)C(=C)C1=CC(=NC2=CC=CC=C12)C)OC)=O N-hydroxy-4-(2-methoxy-5-(1-(2-methylquinolin-4-yl)ethenyl)phenoxy)butanamide